(E)-tert-butyl 2-((dimethylamino) methylene)-3-oxobutanoate CN(C)\C=C(\C(=O)OC(C)(C)C)/C(C)=O